(R)-4-{2-[(5-bromopyridin-2-yl)oxy]ethyl}-1,3-dimethylpiperazin-2-one BrC=1C=CC(=NC1)OCCN1[C@@H](C(N(CC1)C)=O)C